Cl.BrC=1C=C2CCC=C(C2=CC1)CN (6-bromo-3,4-dihydronaphthalen-1-yl)methylamine, hydrochloride